2-[4-[(E)-3-(3-Nitrophenyl)prop-2-enoyl]phenoxy]propanoic acid [N+](=O)([O-])C=1C=C(C=CC1)/C=C/C(=O)C1=CC=C(OC(C(=O)O)C)C=C1